5-azaspiro[4.5]decane-5-ium tetrafluoroborate F[B-](F)(F)F.C1CCC[N+]12CCCCC2